F[C@@H]1C[C@H](N(C1)C)CO ((2S,4r)-4-fluoro-1-methylpyrrolidin-2-yl)methanol